C(C)(C)N(CC(=O)O)C(CN1CCN(CCN(CCN(CC1)CC(=O)O)CC(=O)O)CC(=O)O)=O N-isopropyl-N-{[4,7,10-tris(carboxymethyl)-1,4,7,10-tetraazacyclododec-1-yl]acetyl}glycine